3-chloro-2-(3-methanesulfonylazetidin-1-yl)pyridine-4-thiol ClC=1C(=NC=CC1S)N1CC(C1)S(=O)(=O)C